6-[[2-(trifluoromethyl)pyrimidin-4-yl]methyl]-2-azaspiro[3.3]heptane FC(C1=NC=CC(=N1)CC1CC2(CNC2)C1)(F)F